[1,1'-biphenyl]-2,3',4-triol C=1(C(=CC(=CC1)O)O)C1=CC(=CC=C1)O